5,7,4'-Trihydroxy-Isoflavon OC1=C2C(C(=COC2=CC(=C1)O)C1=CC=C(C=C1)O)=O